4-bromo-4'-((1R,5S)-8-methyl-3,8-diazabicyclo[3.2.1]octan-3-yl)-2'-((tetrahydro-1H-pyrrolizin-7a(5H)-yl)methoxy)-2,3,5',8'-tetrahydro-6'H-spiro[indene-1,7'-quinazoline] BrC1=C2CCC3(CCC=4C(=NC(=NC4C3)OCC34CCCN4CCC3)N3C[C@H]4CC[C@@H](C3)N4C)C2=CC=C1